1-methylnaphthalen-2-ol formate C(=O)OC1=C(C2=CC=CC=C2C=C1)C